OC[C@H]1N(CCOC1)C1=NN2C(N=C(C=C2)C2=C(C=C(C=C2C)C)O)=N1 2-[2-[(3R)-3-(hydroxymethyl)morpholin-4-yl]-[1,2,4]triazolo[1,5-a]pyrimidin-5-yl]-3,5-dimethyl-phenol